[N+](=O)([O-])C1=CC2=CN(N=C2C=C1)CCNC(OC(C)(C)C)=O Tert-butyl (2-(5-nitro-2H-indazol-2-yl)ethyl)carbamate